Fmoc-Citrulline C(=O)(OCC1C2=CC=CC=C2C2=CC=CC=C12)N[C@@H](CCCNC(=O)N)C(=O)O